FC(C1=CC=C(C(N1)=O)C(=O)NC1C2=CC=CC=C2OC=2C=C(C=CC12)C)F 6-(difluoromethyl)-N-(3-methyl-9H-xanthen-9-yl)-2-oxo-1,2-dihydropyridine-3-carboxamide